ClC1=NC2=CC=C(C=C2C(=N1)NC1=NNC(=C1F)C1CC1)Cl 2,6-dichloro-N-(5-cyclopropyl-4-fluoro-1H-pyrazol-3-yl)quinazolin-4-amine